6-methyl-3-(4-(2-(((3R,4S)-3-methylpiperidin-4-yl)amino)-5-(trifluoromethyl)pyrimidin-4-yl)-1H-imidazol-1-yl)pyridinecarbonitrile hydrochloride Cl.CC1=CC=C(C(=N1)C#N)N1C=NC(=C1)C1=NC(=NC=C1C(F)(F)F)N[C@@H]1[C@@H](CNCC1)C